(±)-1-[8-amino-6-(4-methyl-3-pyridyl)-2,7-naphthyridin-3-yl]-3-[1-(1-Cyanoethyl)pyrazol-4-yl]Urea NC=1N=C(C=C2C=C(N=CC12)NC(=O)NC=1C=NN(C1)[C@H](C)C#N)C=1C=NC=CC1C |r|